FC1=C(C=C(C=C1)N1C(=C(C2=CC(=CC=C12)O)CC(C(=O)O)(C)OC)C(C)C)C 3-[1-(4-fluoro-3-methyl-phenyl)-5-hydroxy-2-isopropyl-indol-3-yl]-2-methoxy-2-methyl-propionic acid